C(C)(C)(C)OC(=O)N1[C@H](C=2NC3=CC=C(C=C3C2CC1)Cl)CC(C(=O)OCC)C(=O)OCC diethyl 2-[[(1S)-2-tert-butoxycarbonyl-6-chloro-1,3,4,9-tetrahydropyrido[3,4-b]indol-1-yl]methyl]propanedioate